F[P-](F)(F)(F)(F)F.C(CCCCCCCCCCC)C1=NC=CN1CCO 2-dodecyl-3-hydroxyethyl-imidazole hexafluorophosphate